tert-butyl 4-[5-[rac-(5S)-5-methyl-1-(p-tolylsulfonyl)-2-piperidyl]-1,3-benzothiazol-2-yl]-3,6-dihydro-2H-pyridine-1-carboxylate C[C@H]1CCC(N(C1)S(=O)(=O)C1=CC=C(C=C1)C)C=1C=CC2=C(N=C(S2)C=2CCN(CC2)C(=O)OC(C)(C)C)C1 |r|